CN1CN(CCN(CCCC1)C)C 1,3,6-trimethyl-1,3,6-triazacyclodecane